Cl.N[C@@H](C(=O)N1CC2=CC=CC(=C2CC1)C1=CC=C(C=C1)C(F)(F)F)CC(C)C (R)-2-amino-4-methyl-1-(5-(4-(trifluoromethyl)phenyl)-3,4-dihydroisoquinolin-2(1H)-yl)pentan-1-one hydrochloride